(3H-benzo[e]indol-2-yl)-(4-dimethylamino-phenyl)-methanone C1=C(NC=2C=CC3=C(C12)C=CC=C3)C(=O)C3=CC=C(C=C3)N(C)C